4-fluoro-N'-hydroxy-3-(trifluoromethyl)benzimidamide FC1=C(C=C(C(N)=NO)C=C1)C(F)(F)F